C(CCCCCCC\C=C/CCCCCCCC)C(C(=O)O)N(CC)CC oleyl-diethylaminoacetic acid